N1(N=CC=C1)CO pyrazol-1-ylmethanol